C(CCC)N1N=C(C(=C1CCC)O)C(C)C 1-n-Butyl-4-hydroxy-5-n-propyl-3-isopropyl-pyrazol